ICCCCCCI 1,6-diiodohexane